4-bromo-3-(cyclopropylmethoxy)thiophene-2-carboxylic acid methyl ester COC(=O)C=1SC=C(C1OCC1CC1)Br